C1(CCCCC1)OC([C@@H](NP(=O)(OC1=CC=CC=C1)OC1=CC=C(C=C1)[N+](=O)[O-])C)=O ((4-Nitrophenoxy)(phenoxy)phosphoryl)-L-alanine cyclohexyl ester